C1=CC(=CC=C1/C=C(/C(=O)O)\\S)I The molecule is an organoiodine compound that is acrylic acid in which the vinylic hydrogens at positions 2 and 3 are replaced by mercapto and 4-iodophenyl groups respectively (the Z geoisomer). It has a role as a calpain inhibitor and an apoptosis inhibitor. It is an organoiodine compound, a member of cinnamic acids and a thioenol. It derives from a trans-cinnamic acid.